C(C)C(CC=1NC=CN1)CCC 2-ethylpentylimidazole